COC(=O)[C@@H]1N(CC[C@@H]1O[Si](C1=CC=CC=C1)(C1=CC=CC=C1)C(C)(C)C)C (2R,3S)-3-((tert-butyldiphenylsilyl)oxy)-1-methylpyrrolidine-2-carboxylic acid methyl ester